N-[(1R)-3-[(2,4-dimethoxyphenyl)methyl-methyl-amino]-1-methyl-propyl]-5-[4-(trifluoromethyl)phenoxy]naphthalene-2-carboxamide COC1=C(C=CC(=C1)OC)CN(CC[C@@H](C)NC(=O)C1=CC2=CC=CC(=C2C=C1)OC1=CC=C(C=C1)C(F)(F)F)C